C[C@@H]1C[C@@H](CN(C1)C1=C2C(=NC=C1[N+](=O)[O-])CCC2)NC(OC(C)(C)C)=O tert-Butyl [(3S,5R)-5-methyl-1-(3-nitro-6,7-dihydro-5H-cyclopenta[b]pyridin-4-yl)piperidin-3-yl]carbamate